(3R)-3-(4-{[(2E)-3,7-dimethyloct-2,6-dien-1-yl]Oxy}phenyl)hex-4-ynoic acid methyl ester COC(C[C@@H](C#CC)C1=CC=C(C=C1)OC\C=C(\CCC=C(C)C)/C)=O